CC1=CC=NC2=CC=CC=C12 p-Methylquinoline